tert-butyl N-(2-{2-[3-methyl-4-(methylcarbamoyl)benzamido]phenyl}ethyl)carbamate CC=1C=C(C(=O)NC2=C(C=CC=C2)CCNC(OC(C)(C)C)=O)C=CC1C(NC)=O